(2R,3S)-butane-1,2,3,4-tetraol C([C@H]([C@H](CO)O)O)O